BrCC=1C=CC=2C3=C(C(NC2C1)=O)C=CN3 7-(bromomethyl)-1,5-dihydro-4H-pyrrolo[3,2-c]quinolin-4-one